1-(2-hydroxy-2-methyl-3-phenoxypropionyl)-indoline-4-carbonitrile OC(C(=O)N1CCC=2C(=CC=CC12)C#N)(COC1=CC=CC=C1)C